((4aR,8aS)-1-(4-fluorophenyl)-6-((6-(trifluoromethyl)pyridin-2-yl)sulfonyl)-4,4a,5,6,7,8,8a,9-octahydro-1H-pyrazolo[3,4-g]isoquinolin-4a-yl)(thiazol-2-yl)methanone FC1=CC=C(C=C1)N1N=CC2=C1C[C@@H]1CCN(C[C@]1(C2)C(=O)C=2SC=CN2)S(=O)(=O)C2=NC(=CC=C2)C(F)(F)F